ClC1=C(C=CC(=C1)C(F)(F)F)[C@H](C)N=C=O 2-Chloro-1-[(1S)-1-isocyanatoethyl]-4-(trifluoromethyl)benzene